CC1=C(C=C(C=C1)C)N=NC1=CC(=C(C=C1C)N=NC1=C(C=CC2=CC=CC=C12)O)C 1-[[4-[(2,5-dimethylphenyl)azo]-2,5-dimethylphenyl]azo]-2-naphthol